FC=1C=2N(C=C(C1)NC(=O)C1=CC=C(C3=CN(N=C13)CC1(COC1)C)N1CCN(CC1)C(=O)OC(C)(C)C)C=C(N2)C tert-butyl 4-[7-({8-fluoro-2-methylimidazo[1,2-a]pyridin-6-yl}carbamoyl)-2-[(3-methyloxetan-3-yl)methyl] indazol-4-yl]piperazine-1-carboxylate